ClC=1C=CC2=C(N=C(S2)C[P+](C2=CC=CC=C2)(C2=CC=CC=C2)C2=CC=CC=C2)C1 ((5-chlorobenzo[d]thiazol-2-yl)methyl)Triphenylphosphonium